tert-butyl N-[3-(4-bromo-2-methyl-indazol-3-yl)propyl]-N-(3-hydroxypropyl)carbamate BrC=1C2=C(N(N=C2C=CC1)C)CCCN(C(OC(C)(C)C)=O)CCCO